C1(=CC=CC=C1)C1(C=CC2=C(O1)C=1C=C(C(=CC1C1=C2C(C2=CC=CC=C21)(C)C)N2CCC(CC2)OC(NCCOC(C(=C)C)=O)=O)OC)C2=CC=C(C=C2)N2CCN(CC2)C2=CC=CC=C2 3-phenyl-3-(4-(4-phenylpiperazino)phenyl)-6-methoxy-7-(4-(2-methacryloxyethyl)carbamyloxypiperidin-1-yl)-13,13-dimethyl-3H,13H-indeno[2',3':3,4]naphtho[1,2-b]pyran